N1(CCNCC1)C=1N=C2N(C(C1)=O)C=CS2 7-(piperazin-1-yl)-5H-thiazolo[3,2-a]pyrimidin-5-one